CC=1C=NC2=CC(=C(C=C2N1)N)C 3,7-dimethylquinoxalin-6-amine